FC(C=1C(=C(C=CC1)[C@@H](C)NC1=NC(=NC2=C3C(=C(C=C12)C1=CCN(CC1)CC(=O)N(C)C)OCC3)C)F)F (R)-2-(4-(4-((1-(3-(difluoromethyl)-2-fluorophenyl)ethyl)amino)-2-methyl-8,9-dihydrofuro[2,3-H]quinazolin-6-yl)-5,6-dihydropyridin-1(2H)-yl)-N,N-dimethylacetamide